COC1=NC(=CC=C1NC(=O)C=1C(=NOC1C)C1=CC=CC=C1)C=1N(C=NC1)C N-[2-Methoxy-6-(3-methylimidazol-4-yl)-3-pyridyl]-5-methyl-3-phenyl-isoxazole-4-carboxamide